N[C@H](C(=O)N1CCC(CC1)C(C)NC(=O)C1=CC2=C(NC(N2)=O)C=C1)C N-(1-(1-((S)-2-aminopropionyl)piperidin-4-yl)ethyl)-2-oxo-2,3-dihydro-1H-benzo[d]imidazole-5-carboxamide